7-(4-fluorobenzyl)-N,2-dimethyl-2,3-dihydro-1H-pyrido[2,3-b][1,4]oxazine-6-carboxamide FC1=CC=C(CC2=CC3=C(OCC(N3)C)N=C2C(=O)NC)C=C1